NC1=CC=C(OC2=C(C=C(C=C2)C2=CC(=C(C=C2)OC2=CC=C(C=C2)N)S(=O)(=O)O)S(=O)(=O)O)C=C1 4,4'-bis(4-aminophenoxy)-3,3'-biphenyldisulfonic acid